tert-Butyl (2,6-difluoro-3-nitrophenyl)(prop-2-yn-1-yl)carbamate FC1=C(C(=CC=C1[N+](=O)[O-])F)N(C(OC(C)(C)C)=O)CC#C